1-(6-chloropyridin-3-yl)-N-(4-fluorobenzyl)methylamine ClC1=CC=C(C=N1)CNCC1=CC=C(C=C1)F